FC(COC1=NC=CC=N1)(F)F 2,2,2-trifluoroethoxylpyrimidine